6-(3-Chloro-6-(difluoromethyl)-2-fluorophenyl)-N-(1-((R)-1-(5-methyl-6-((1R,5S)-2-oxo-3-azabicyclo[3.1.0]hexan-3-yl)pyridazin-3-yl)ethyl)-1H-pyrazol-4-yl)pyrazine-2-carboxamide ClC=1C(=C(C(=CC1)C(F)F)C1=CN=CC(=N1)C(=O)NC=1C=NN(C1)[C@H](C)C=1N=NC(=C(C1)C)N1C([C@@H]2C[C@@H]2C1)=O)F